ruthenium bipyryl O1C(C=CC=C1)=C1OC=CC=C1.[Ru]